C(#N)C=1C=C(C(=NC1)C(=O)NC=1C=C2C(=NNC2=CC1)C1=CC(=NO1)C)C 5-Cyano-3-methyl-N-(3-(3-methylisoxazol-5-yl)-1H-indazol-5-yl)picolinamide